1-(((5s,7s)-3-(5-ethoxypyrazin-2-yl)-7-methyl-2-oxo-1-oxa-3-azaspiro[4.5]decan-7-yl)methyl)-1H-benzo[d]imidazole-6-carbonitrile C(C)OC=1N=CC(=NC1)N1C(O[C@]2(C1)C[C@@](CCC2)(C)CN2C=NC1=C2C=C(C=C1)C#N)=O